FC(C(=O)O)(F)F.FC(OC1=NC=CC=C1C=1C=C2CNCC2=CC1)(F)F 5-(2-(trifluoromethoxy)pyridin-3-yl)isoindoline trifluoroacetic Acid Salt